5-(azetidin-1-ylsulfonyl)-2-chloropyridine N1(CCC1)S(=O)(=O)C=1C=CC(=NC1)Cl